2-vinyl-1-(3-sulfopropyl)pyridin-1-ium C(=C)C1=[N+](C=CC=C1)CCCS(=O)(=O)O